ClC=1C=C(NC2(CCC3(C(CC4=CC=CC=C34)C[C@H](COC3=C(C(=NC=C3)CO)C)C)CC2)C(=O)O)C=CC1 4-(3-Chloroanilino)-2'-[(2R)-3-{[2-(hydroxymethyl)-3-methylpyridin-4-yl]oxy}-2-methylpropyl]-2',3'-dihydrospiro[cyclohexane-1,1'-indene]-4-carboxylic acid